[Ca+2].C(CCCCC)C(C(=O)[O-])C(=O)[O-] 2-hexylmalonic acid calcium salt